ClC1=C(COCC2C(C(C(O2)OC)=O)OCC2=C(C=C(C=C2)Cl)Cl)C=CC(=C1)Cl 5-(2,4-dichlorobenzyl-oxy-methyl)-4-(2,4-dichlorobenzyloxy)-2-methoxy-dihydrofuran-3-one